NC1=CC=C(C=N1)C=1C=C(C=CC1C)C=1C(=C(C(N(C1)C1=CC=C(C=C1)F)=O)C(=O)N)OCC (3-(6-aminopyridin-3-yl)-4-methylphenyl)-4-ethoxy-1-(4-fluorophenyl)-2-keto-1,2-dihydropyridine-3-carboxamide